C[Si](CC[SiH2]CO)(CC[Si](C=C)(C=C)C=C)C [2-[dimethyl-[2-(trivinylsilyl)ethyl]silyl]ethyl]silylmethanol